C(CCCCCCCCCCCCCCCCCCCCC=CCCCC)(=O)O 22-Heptacosenoic acid